F[C@@H]1[C@@H]([C@H]2CN[C@@H]1C2)N(C2=NN=C(S2)C2=C(C=C(C=C2)N2C=NC=C2)O)C 2-(5-(((1R,4R,5R,6S)-6-fluoro-2-azabicyclo[2.2.1]heptan-5-yl)(methyl)amino)-1,3,4-thiadiazol-2-yl)-5-(1H-imidazol-1-yl)phenol